FC1=C(C=CC(=C1)C(F)(F)F)CC(=O)NC1=CC=C(C=C1)NC=1C2=C(N=CN1)N(C=C2)C 2-(2-fluoro-4-(trifluoromethyl)phenyl)-N-(4-((7-Methyl-7H-pyrrolo[2,3-D]pyrimidin-4-yl)amino)phenyl)acetamide